C(C)(=O)C1=NN(C2=CC=C(C=C12)C=1C=NC=2N(C1)N=C(C2)C(=O)N)CC(=O)N2[C@@H](C[C@H](C2)F)C(NC2=NC(=CC=C2)Br)=O 6-(3-acetyl-1-(2-((2S,4R)-2-(6-bromopyridin-2-ylcarbamoyl)-4-fluoropyrrolidin-1-yl)-2-oxoethyl)-1H-indazol-5-yl)pyrazolo[1,5-a]pyrimidine-2-carboxamide